C(C(O)CO)C(C(=O)[O-])(CCCCC)CC(O)CO di-glyceryl-heptanoate